C(C1=CC=CC=C1)NP(=O)(OCC1OC(C2OC(OC21)(C)C)N2C=C(CC=C2)C(N)=O)OCCS=C(C(C)(C)C)[O-] S-(2-(((benzylamino)((6-(3-carbamoylpyridin-1(4H)-yl)-2,2-dimethyltetrahydrofuro[3,4-d][1,3]dioxol-4-yl)methoxy)phosphoryl)oxy)ethyl)-2,2-dimethylpropanethioate